4-(Phenylmethylamino)-N-ethyl-N-[(4-methoxyphenyl)methyl]-3-(1-methylimidazol-4-yl)benzenesulfonamide C1(=CC=CC=C1)CNC1=C(C=C(C=C1)S(=O)(=O)N(CC1=CC=C(C=C1)OC)CC)C=1N=CN(C1)C